BrCC1=CC(=CC(=C1)C(F)(F)F)C(F)(F)F 1-(bromomethyl)-3,5-bis(trifluoromethyl)benzene